(1-(6-(4-morpholinophenyl)-2-(pyridin-3-yl)pyrimidin-4-yl)piperidin-4-yl)methanol O1CCN(CC1)C1=CC=C(C=C1)C1=CC(=NC(=N1)C=1C=NC=CC1)N1CCC(CC1)CO